FC1=C(C=CC=C1)C1=C(C(=CC=C1)C=1C=C2CN(C(C2=CC1)=O)CC(=O)N)C 2-(5-(2'-Fluoro-2-methyl-[1,1'-biphenyl]-3-yl)-1-oxoisoindolin-2-yl)acetamide